(1-methyl-3-butenyl) vinyl ether C(=C)OC(CC=C)C